decyl-tetradecanediol C(CCCCCCCCC)C(CCCCCCCCCCCCC)(O)O